2-((3,5-Difluoro-3'-(methoxy-d3)-[1,1'-biphenyl]-4-yl)(methyl)carbamoyl)cyclopent-1-ene-1-carboxylic acid FC=1C=C(C=C(C1N(C(=O)C1=C(CCC1)C(=O)O)C)F)C1=CC(=CC=C1)OC([2H])([2H])[2H]